(4-azidocyclohexoxy)-tert-butyl-dimethyl-silane N(=[N+]=[N-])C1CCC(CC1)O[Si](C)(C)C(C)(C)C